C(C=C)N1N(C2=NC(=NC=C2C1=O)NC1=CC=C2C3CNC(C2=C1)C3)C3=NC(=CC=C3)C(C)(C)O 2-allyl-1-(6-(2-hydroxypropan-2-yl)pyridin-2-yl)-6-((1,2,3,4-tetrahydro-1,4-methyleneisoquinolin-7-yl)amino)-1,2-dihydro-3H-pyrazolo[3,4-d]pyrimidin-3-one